6-amino-2-(4-methyl-5-((2'-oxospiro[cyclobutane-1,3'-indoline]-5'-yl)oxy)bicyclo[4.2.0]oct-2-yl)-1,2,4-triazine-3,5(2h,4h)-dione NC=1C(NC(N(N1)C1C2CCC2C(C(C1)C)OC=1C=C2C3(C(NC2=CC1)=O)CCC3)=O)=O